[N+](=O)([O-])C=1C=CC2=C(NC(=N2)N)C1 6-nitro-1H-1,3-benzodiazol-2-amine